ClC=1C(=NC(=NC1)N1CCNCCC1)N1CC(C1)C(=O)NC(C)(C)C1=CN=C2N1C=CC=C2 1-[5-chloro-2-(1,4-diazepan-1-yl)pyrimidin-4-yl]-N-(2-{imidazo[1,2-a]pyridin-3-yl}prop-2-yl)azetidine-3-carboxamide